methyl (Z)-N-(4H-thieno[3,2-b]pyrrole-5-carbonyl)isobutyrohydrazonate S1C=CC=2NC(=CC21)C(=O)N\N=C(\C(C)C)/OC